5-CHLORO-3-METHYLAMINO-PYRIDINE-2-CARBALDEHYDE ClC=1C=C(C(=NC1)C=O)NC